8-amino-6-(5-amino-4-chloropyridin-3-yl)-7-fluoroisoquinolin NC=1C(=C(C=C2C=CN=CC12)C=1C=NC=C(C1Cl)N)F